BrC1=CC=C(C=C1)C1=C2C(=NO1)C=CC(=C2)C2OCCO2 3-(4-bromophenyl)-5-(1,3-dioxolan-2-yl)benzo[c]isoxazole